N-[(1R)-3-(ethylamino)-1-methyl-propyl]-8-[4-(trifluoromethyl)phenyl]quinoline-3-carboxamide C(C)NCC[C@@H](C)NC(=O)C=1C=NC2=C(C=CC=C2C1)C1=CC=C(C=C1)C(F)(F)F